Cl.C(#N)C1=C(C=C(C=C1)C1=C(C=NC(=C1C#N)N1CCC(CC1)NC)C1=CC(=C(C=C1)OC)O)F 4-(4-cyano-3-fluorophenyl)-5-(3-hydroxy-4-methoxyphenyl)-2-(4-(methylamino)piperidin-1-yl)nicotinonitrile hydrochloride